O=C1NC(CCC1N1CC=2C(C1=O)=CSC2CNC(=O)C2=C(N=NS2)C)=O N-((5-(2,6-dioxopiperidin-3-yl)-4-oxo-5,6-dihydro-4H-thieno[3,4-c]pyrrol-1-yl)methyl)-4-methyl-1,2,3-thiadiazole-5-carboxamide